NCCOCCN(C(CCCC(=O)O)=O)O 5-((2-(2-aminoethoxy)ethyl)(hydroxy)amino)-5-oxopentanoic acid